6-(4-cyclopropyl-6-methoxypyrimidin-5-yl)-1-(4-(1-ethyl-4-(trifluoromethyl)-1H-imidazol-2-yl)-3-fluorobenzyl)-3-methoxy-1H-pyrazolo[3,4-d]pyrimidine C1(CC1)C1=NC=NC(=C1C1=NC=C2C(=N1)N(N=C2OC)CC2=CC(=C(C=C2)C=2N(C=C(N2)C(F)(F)F)CC)F)OC